Ethyl (S)-3-(((R)-tert-butylsulfinyl)amino)-3-(4,4'-difluoro-2'-(hex-5-en-1-yl)-5,6'-dimethyl-[1,1'-biphenyl]-3-yl)propanoate C(C)(C)(C)[S@@](=O)N[C@@H](CC(=O)OCC)C=1C=C(C=C(C1F)C)C1=C(C=C(C=C1C)F)CCCCC=C